OC=1N=C(CCC1N1N=C(C2=CC(=CC=C12)N1CCN(CC1)C(=O)OC(C)(C)C)C)OCC1=CC=C(C=C1)OC tert-butyl 4-(1-(2-hydroxy-6-((4-methoxybenzyl)oxy)-4,5-dihydropyridin-3-yl)-3-methyl-1H-indazol-5-yl)piperazine-1-carboxylate